2-(4-{[(3R)-1-(propan-2-yl)piperidin-3-yl]amino}pyrido[3,4-d]pyridazin-1-yl)-5-(trifluoromethyl)phenol formate C(=O)OC1=C(C=CC(=C1)C(F)(F)F)C1=C2C(=C(N=N1)N[C@H]1CN(CCC1)C(C)C)C=NC=C2